imidazolium trifluoro-methanesulfonate FC(S(=O)(=O)[O-])(F)F.N1C=[NH+]C=C1